2-(2,6-dioxo-3-piperidinyl)-5-[4-[[4-[[(2S)-morpholin-2-yl]methyl]piperazin-1-yl]methyl]-1-piperidinyl]isoindoline-1,3-dione O=C1NC(CCC1N1C(C2=CC=C(C=C2C1=O)N1CCC(CC1)CN1CCN(CC1)C[C@@H]1CNCCO1)=O)=O